disodium (2R)-2-(3-carboxylatopropanamido)-3-methyl-3-{[(2E)-3,7,11,15-tetramethylhexadec-2-en-1-yl]sulfanyl}butanoate C(=O)([O-])CCC(=O)N[C@H](C(=O)[O-])C(C)(SC\C=C(\CCCC(CCCC(CCCC(C)C)C)C)/C)C.[Na+].[Na+]